benzamide bis-benzenesulfonate C1(=CC=CC=C1)S(=O)(=O)O.C1(=CC=CC=C1)S(=O)(=O)O.C(C1=CC=CC=C1)(=O)N